1,4-benzene-dimethanethiol C1(=CC=C(C=C1)CS)CS